ClC1=CC(=C(C=C1C)[C@H](NC(C(C)(C)C)=O)C1CCN(CC1)C(=O)[C@@H]1OC(OC1)(C)C)OCC=C N-[(R)-[4-chloro-5-methyl-2-(prop-2-en-1-yloxy)phenyl]([1-[(4R)-2,2-dimethyl-1,3-dioxolane-4-carbonyl]piperidin-4-yl])methyl]-2,2-dimethylpropanamide